N-[2-(3-hydroxy-3-methylbutyl)-6-(2-hydroxypropan-2-yl)-2H-indazol-5-yl]-6-methylpyridine-2-carboxamide OC(CCN1N=C2C=C(C(=CC2=C1)NC(=O)C1=NC(=CC=C1)C)C(C)(C)O)(C)C